CC1=CNC2=C(C=CC=C12)C 3,7-dimethyl-1H-indole